S(=O)(=O)([O-])[O-].NCCCC(C)[N+](C)(C)CC.NCCCC(C)[N+](CC)(C)C aminopropylethyldimethylethylammonium sulfate